N1(CCSCC1)S(=O)N1CCSCC1 thiomorpholin-4-ylsulfoxide